C(C)C1=NC(=C2N1C(C(NC2)=O)CC)C=2C=CC=C1C=C(N=CC21)C=2C=CC(=NC2)C(=O)NCCC#CC2=C1CN(C(C1=CC=C2)=O)C2C(NC(CC2)=O)=O 5-(8-(3,5-Diethyl-6-oxo-5,6,7,8-tetrahydroimidazo[1,5-a]pyrazin-1-yl)isoquinolin-3-yl)-N-(4-(2-(2,6-dioxopiperidin-3-yl)-1-oxoisoindolin-4-yl)but-3-yn-1-yl)picolinamide